C1CCN2CC=C(CC12)N1C=CC2=CC=CC=C12 (1,2,3,4,5,8-hexahydroindolizin-7-yl)-1H-indole